1H,3H,5H-oxazolo[3,4-C]oxazole-7A(7H)methanol C1C2(N(CO1)COC2)CO